1-(4-chlorophenyl)-4-(1-(2-methylbiphenyl-3-yl)piperidin-4-ylamino)cyclohexanecarboxylic acid ClC1=CC=C(C=C1)C1(CCC(CC1)NC1CCN(CC1)C=1C(=C(C=CC1)C1=CC=CC=C1)C)C(=O)O